5-Fluoro-deoxyuridine FC=1C(NC(N([C@H]2C[C@H](O)[C@@H](CO)O2)C1)=O)=O